ClC1=C(C=C(C(=O)N(C)C(C)C2=CNC(C3=CC(=C(C=C23)F)F)=O)C=C1)F 4-Chloro-N-(1-(6,7-difluoro-1-oxo-1,2-dihydroisoquinolin-4-yl)ethyl)-3-fluoro-N-methylbenzamide